ClC=1C(=C(C(=CC1)F)NC(OCC=1C=C2C(N(CC2=CC1)C1C(NC(CC1)=O)=O)=O)=O)F (2-(2,6-dioxopiperidin-3-yl)-3-oxoisoindolin-5-yl)methyl (3-chloro-2,6-difluorophenyl)carbamate